C(C)(C)(C)C1=CC(=NC=C1)C1=C(C=2C(C(C(C(C2C(=C1[2H])[2H])(C([2H])([2H])[2H])C([2H])([2H])[2H])([2H])[2H])([2H])[2H])(C([2H])([2H])[2H])C([2H])([2H])[2H])[2H] 4-(tert-butyl)-2-(5,5,8,8-tetrakis(methyl-d3)-5,6,7,8-tetrahydronaphthalen-2-yl-1,3,4,6,6,7,7-d7)pyridine